4-amino-5-{3-fluoro-4-[(4-methylpyrimidin-2-yl)oxy]phenyl}-7,8-dihydro-6H-imidazo[2',3':5,1]pyrrolo[2,3-d]pyrimidine-6-carboxylic acid-2-methylpropan-2-yl ester CC(C)(C)OC(=O)N1CCN2C1=C(C1=C2N=CN=C1N)C1=CC(=C(C=C1)OC1=NC=CC(=N1)C)F